bromo-3,5-di-tert-butyl-1,1'-biphenyl BrC1=C(C=C(C=C1C(C)(C)C)C(C)(C)C)C1=CC=CC=C1